1-(2-(2-hydroxyethoxy)ethyl)-1H-pyrazole OCCOCCN1N=CC=C1